O[C@]1(C(N(CC1)C)=O)C=1SC(=CN1)C=1C=C(C=CC1)C1=CC=CC(=N1)C(=O)N (R)-6-(3-(2-(3-hydroxy-1-methyl-2-oxopyrrolidin-3-yl)thiazol-5-yl)phenyl)picolinamide